N-[1-(2,2-difluoroethyl)-1H-pyrazolo[3,4-b]pyrazin-6-yl]-8-[4-(trifluoromethyl)pyridin-2-yl]-8-azaspiro[4.5]decan-2-amine FC(CN1N=CC=2C1=NC(=CN2)NC2CC1(CC2)CCN(CC1)C1=NC=CC(=C1)C(F)(F)F)F